FC1(C(C1)COC=1C=CC2=C(C(=C(O2)C)C(=O)NC2C(CN(CC2)C(=O)OC(C)(C)C)(F)F)C1)F tert-butyl 4-(5-((2,2-difluorocyclopropyl)methoxy)-2-methylbenzofuran-3-carboxamido)-3,3-difluoropiperidine-1-carboxylate